2-({[(Tert-butoxy)carbonyl]amino}methyl)-1,3-benzothiazole-4-carboxylic acid C(C)(C)(C)OC(=O)NCC=1SC=2C(N1)=C(C=CC2)C(=O)O